3-bromo-6-methyl-1H-quinolin-2-one BrC=1C(NC2=CC=C(C=C2C1)C)=O